(S)-6-(1-amino-1,3-dihydrospiro[indene-2,4'-piperidine]-1'-yl)-3-(3-phenyloxetan-3-yl)-1,5-dihydro-4H-pyrazolo[3,4-d]pyrimidin-4-one N[C@@H]1C2=CC=CC=C2CC12CCN(CC2)C=2NC(C1=C(N2)NN=C1C1(COC1)C1=CC=CC=C1)=O